NC1=C(C(=O)O)C=C(C(=C1)Br)OC(F)(F)F 2-amino-4-bromo-5-(trifluoromethoxy)benzoic acid